FC=1C(=CC2=C(N=C(S2)C2=C3N=CC(=NC3=CC(=C2)C)COC)C1C)O 5-fluoro-2-(2-(methoxymethyl)-7-methylquinoxalin-5-yl)-4-methylbenzo[d]Thiazol-6-ol